4,5-dimethyl-2-(4-methyl-3-(6-methylpyridin-2-yl)phenyl)pyridine CC1=CC(=NC=C1C)C1=CC(=C(C=C1)C)C1=NC(=CC=C1)C